2-bromo-1-methyl-1H-imidazole-5-carboxylic acid methyl ester COC(=O)C1=CN=C(N1C)Br